NC1(CCN(CC1)N1C(C(=NC(=C1)CO)SC1=C(C(=CC=C1)Cl)Cl)=O)C (4-amino-4-methylpiperidin-1-yl)-3-[(2,3-dichlorophenyl)mercapto]-5-(hydroxymethyl)-1,2-dihydropyrazin-2-one